4-((6-Cyanoquinolin-4-yl)amino)-N-(4-(pyridazin-4-ylamino)phenyl)benzamide C(#N)C=1C=C2C(=CC=NC2=CC1)NC1=CC=C(C(=O)NC2=CC=C(C=C2)NC2=CN=NC=C2)C=C1